C1(CCCCC1)CC(=O)NC=1SC(=C(N1)C)C1=CC(=C(C=C1)OC)S(NC1=CC(=CC=C1)O)(=O)=O 2-cyclohexyl-N-[5-[3-[(3-hydroxyphenyl)sulfamoyl]-4-methoxy-phenyl]-4-methyl-thiazol-2-yl]acetamide